ethyl (3R)-3-(2,2-dimethyl-1,3-dioxolan-4-yl)-2,2-dichloro-3-hydroxypropionate CC1(OCC(O1)[C@H](C(C(=O)OCC)(Cl)Cl)O)C